(S)-11-(4-chlorothien-2-yl)-8-((3S,5R)-3,5-dimethylpiperazin-1-yl)-3-methoxy-10-(trifluoromethyl)-3,4-dihydro-2H,6H-[1,4]thiazepino[2,3,4-ij]quinazolin-6-one ClC=1C=C(SC1)C1=C(C=C2C(=NC(N3C2=C1SC[C@H](C3)OC)=O)N3C[C@@H](N[C@@H](C3)C)C)C(F)(F)F